FC=1C=C(COC2=CC=C(C=C2)C=2N=C(N3C2C=NC=C3)[C@H]3N(CCC3)C(C#CC)=O)C=CC1F (S)-1-(2-(1-(4-((3,4-difluorobenzyl)oxy)phenyl)imidazo[1,5-a]pyrazin-3-yl)pyrrolidin-1-yl)but-2-yn-1-one